NC(CCC1CC1)(C1=CC(=CC=C1)C#N)C=1C=CC(=C(C1)NC(=O)[C@@H]1N(C[C@@H](C1)O)C(=O)NC1=CC=C(C=C1)Br)F (2R,4R)-N2-(5-((+)-1-amino-1-(3-cyanophenyl)-3-cyclopropylpropyl)-2-fluorophenyl)-N1-(4-bromophenyl)-4-hydroxypyrrolidine-1,2-dicarboxamide